Tert-butyl N-[(5S,8S,10aR)-8-[[(1S)-3-carbamoyl-1-[[(4-isopropylphenyl)methyl]carbamoyl]propyl]carbamoyl]-6-oxo-octahydro-1H-pyrrolo[1,2-a][1,5]diazocin-5-yl]carbamate C(N)(=O)CC[C@@H](C(NCC1=CC=C(C=C1)C(C)C)=O)NC(=O)[C@@H]1CC[C@H]2N1C([C@H](CNCC2)NC(OC(C)(C)C)=O)=O